(2s,3r)-3-(benzyloxy)-2-[(tert-butoxycarbonyl)amino]butyric acid C(C1=CC=CC=C1)O[C@@H]([C@@H](C(=O)O)NC(=O)OC(C)(C)C)C